F[C@@H]1C[C@@]2(CCCN2C1)COC1=NC(=C2NC=NC2=N1)O {[(2R,7aS)-2-fluorotetrahydro-1H-pyrrolizin-7a(5H)-yl]methoxy}-7H-purin-6-ol